IC1=NN(C2=CC(=CC=C12)[N+](=O)[O-])C 3-iodo-1-methyl-6-nitro-indazole